FC1=C(C=CC=C1)C1=C2C(=C3C(=NC(=NC3=C1)OC[C@H]1N(CCC1)C)N1CCN(CC1)C(C=C)=O)OC=C2 (S)-1-(4-(4-(2-fluorophenyl)-7-((1-methylpyrrolidin-2-yl)methoxy)furo[2,3-f]quinazolin-9-yl)piperazin-1-yl)prop-2-en-1-one